BrC=1C=C(C=C2C=CC3=C(OC=C3)C12)OCOC 9-bromo-7-(methoxymethoxy)naphtho[1,2-b]furan